FC(CN1C(C=2NC3=C(C=CC=C3C2C[C@H]1C)F)C1=CC(=C(C=C1OC(F)F)N[C@@H]1CN(CC1)CCCF)F)F (S)-N-(4-((3R)-2-(2,2-difluoroethyl)-8-fluoro-3-methyl-2,3,4,9-tetrahydro-1H-pyrido[3,4-b]indol-1-yl)-5-(difluoromethoxy)-2-fluorophenyl)-1-(3-fluoropropyl)pyrrolidin-3-amine